F\C(=C/[C@@H](C[C@H]1C(NCC1)=O)NC(=O)[C@@H]1N(C[C@H]2[C@@H]1CCC2)C(=O)C2(C1=CC=CC=C1C=1C=CC=CC21)O)\S(=O)(=O)C (1R,3aR,6aS)-N-((R,E)-4-fluoro-4-(methylsulfonyl)-1-((S)-2-oxopyrrolidin-3-yl)but-3-en-2-yl)-2-(9-hydroxy-9H-fluorene-9-carbonyl)octahydrocyclopenta[c]pyrrole-1-carboxamide